FC1=C(C=CC(=C1F)OCCCCCCCCCCCCCCCC)S(=O)(=O)C=1C=NC2=CC=C(C=C2C1N1CCC(CC1)N1CCC(CC1)N1CCN(CC1)C(C)C)S(=O)C 3-((2,3-difluoro-4-(hexadecyloxy)phenyl)sulfonyl)-4-(4-(4-isopropylpiperazin-1-yl)-[1,4'-bipiperidin]-1'-yl)-6-(methylsulfinyl)quinoline